2-(3,5-dichloro-1-methyl-indazol-4-yl)-1-[(1S)-5-[(1R)-2-fluoro-1-hydroxy-1-methyl-ethyl]-1-methyl-3,4-dihydro-1H-isoquinolin-2-yl]ethanone ClC1=NN(C2=CC=C(C(=C12)CC(=O)N1[C@H](C2=CC=CC(=C2CC1)[C@@](CF)(C)O)C)Cl)C